C(#N)C1(C(C2=C(C(=C(S2)NC(C)=O)C(=O)OCC)CC1)=O)C1=CC=C(C=C1)F Ethyl 6-cyano-6-(4-fluorophenyl)-2-acetamido-7-oxo-4,5,6,7-tetrahydro-1-benzothiophene-3-carboxylate